ClC=1C=C(C=C(C1)Cl)N1N=C(C=2CCC3=C(C12)C=C(C(=C3)OC)C=3C=C(C=NC3)C(=O)N)C(=O)N3CCN(CCC3)C 5-[1-(3,5-dichlorophenyl)-7-methoxy-3-(4-methyl-1,4-diazepane-1-carbonyl)-4,5-dihydrobenzo[g]indazol-8-yl]pyridine-3-carboxamide